N-((2R,4R)-2-(methoxymethyl)-2-methylchroman-4-yl)-6-(trifluoromethyl)-7H-pyrrolo[2,3-d]pyrimidin-4-AMINE COC[C@@]1(OC2=CC=CC=C2[C@@H](C1)NC=1C2=C(N=CN1)NC(=C2)C(F)(F)F)C